ethylene glycol bis(2-ethyl hexanoate) C(C)C(C(=O)OCCOC(C(CCCC)CC)=O)CCCC